3-(5-(3-fluoro-4-(((R)-3-(2-hydroxypropan-2-yl)pyrrolidin-1-yl)methyl)pyridin-2-yl)-1-oxoisoindolin-2-yl)piperidine-2,6-dione FC=1C(=NC=CC1CN1C[C@@H](CC1)C(C)(C)O)C=1C=C2CN(C(C2=CC1)=O)C1C(NC(CC1)=O)=O